ClC1=C(C(=O)NS(=O)(=O)C2=C(C=C(C=C2)N2CCN(CC2)CC2=C(CC(CC2)(C)C)C2=CC=C(C=C2)Cl)OC=2C=C3C(=NC2)NC=C3)C=C(C(=C1C)OC)[N+](=O)[O-] 2-chloro-N-[4-[4-[[2-(4-chlorophenyl)-4,4-dimethylcyclohexen-1-yl]methyl]piperazin-1-yl]-2-(1H-pyrrolo[2,3-b]pyridin-5-yloxy)phenyl]sulfonyl-4-methoxy-3-methyl-5-nitrobenzamide